C[C@]1(CNCCC1)C1=CC=C(C(=O)OC)C=C1 |r| rac-Methyl 4-(3-methylpiperidin-3-yl)benzoate